ClC=1C=CC2=C(N(C(C(N2C)=O)=O)C2CCN(CC2)C2=NC=C(C=N2)CN(C)C)N1 6-chloro-4-(1-(5-((dimethylamino)methyl)pyrimidin-2-yl)piperidin-4-yl)-1-methyl-1,4-dihydropyrido[2,3-b]pyrazine-2,3-dione